C(C)(=O)NC1=NC2=C(N1)C=C(C=C2)C=2C=C(C(=O)NCCC(C)C)C=CC2 3-(2-acetamido-1H-benzo[d]imidazol-6-yl)-N-isopentylbenzamide